CC1=NOC(=C1C1=CC=C2C=3N(C(COC31)C3=NC=CC=C3)C(N2)=S)C 7-(3,5-Dimethylisoxazol-4-yl)-4-pyridin-2-yl-4,5-dihydroimidazo[1,5,4-de][1,4]benzoxazine-2(1H)-thione